2-[6-amino-1-[[4-nitro-3-(trifluoromethyl)phenyl]methyl]pyrazolo[3,4-d]pyrimidine-4-yl]pyridine-4-carbonitrile NC1=NC(=C2C(=N1)N(N=C2)CC2=CC(=C(C=C2)[N+](=O)[O-])C(F)(F)F)C2=NC=CC(=C2)C#N